CC(COCCC(=O)N1CCN(CC1)C1=CC=C(C=N1)C#N)(C)NC=1C=NNC(C1C(F)(F)F)=O 6-[4-[3-(2-Methyl-2-[[6-oxo-5-(trifluoromethyl)-1,6-dihydropyridazin-4-yl]amino]propoxy)propanoyl]piperazin-1-yl]pyridine-3-carbonitrile